NC[C@@H](C(=O)O)CC1=CC=C(C=C1)F (S)-3-amino-2-(4-fluorobenzyl)propionic acid